(2S)-N-[(1S)-1-(2-Amino-2-oxo-ethyl)-3-(3,5-difluoro-4-pyridyl)prop-2-ynyl]-1-[1-[4-(trifluoromethoxy)phenyl]cyclopropanecarbonyl]pyrrolidine-2-carboxamide NC(C[C@@H](C#CC1=C(C=NC=C1F)F)NC(=O)[C@H]1N(CCC1)C(=O)C1(CC1)C1=CC=C(C=C1)OC(F)(F)F)=O